C(C)(=O)NC=1C=C(C=CC1)C=1N=NN(C1)CC(=O)N/N=C/C1=C(C=CC(=C1)Cl)O (E)-2-(4-(3-acetylaminophenyl)-1H-1,2,3-triazol-1-yl)-N'-(5-chloro-2-hydroxybenzylidene)acethydrazide